2-((5-(5-(difluoromethyl)-1,3,4-oxadiazole-2-yl)pyridine-2-yl)methyl)-4,4-dimethyl-6-(4-(2,2,2-trifluoroethyl)piperazine-1-yl)isoquinoline-1,3(2H,4H)-dione FC(C1=NN=C(O1)C=1C=CC(=NC1)CN1C(C2=CC=C(C=C2C(C1=O)(C)C)N1CCN(CC1)CC(F)(F)F)=O)F